NC=1OC=2C(C1)=C(C=CC2)C(=O)NCCC aminoN-propylbenzofuran-4-carboxamide